NC1=NC=NC=2C3=C(CC(C12)(C)C)C(=C(C=C3)Br)NC[C@@H]3CN(C(O3)=O)CCO (5R)-5-[[(4-amino-8-bromo-5,5-dimethyl-6H-benzo[H]quinazolin-7-yl)amino]methyl]-3-(2-hydroxyethyl)oxazolidin-2-one